NC(=O)N.[S] sulfur monourea